[3-[5-[1-(trifluoromethyl)cyclopropyl]-2-pyridinyl]azetidin-1-yl]methanone FC(C1(CC1)C=1C=CC(=NC1)C1CN(C1)C=O)(F)F